SILICON FLUORIDE [Si](F)(F)(F)F